C(C#C)C=CCCP(OCCC=C)([O-])=O (3-butenyl) (2-propynyl)3-butenylphosphonate